4-[cyclopropyl-[4-(5,6,7,8-tetrahydro-1,8-naphthyridin-2-yl)butyl]amino]-2-[(4-fluoroindan-1-yl)oxycarbonylamino]butanoic acid C1(CC1)N(CCC(C(=O)O)NC(=O)OC1CCC2=C(C=CC=C12)F)CCCCC1=NC=2NCCCC2C=C1